4-phenyl-N-(pyridin-3-ylmethyl)-1H-indazol-3-amine C1(=CC=CC=C1)C1=C2C(=NNC2=CC=C1)NCC=1C=NC=CC1